bromomethoxy oxalate borate B(O)(O)O.C(C(=O)O)(=O)OOCBr